C(C)(C)(C)OC(=O)N1[C@@H](C[C@@H](C1)OC1=CC(=CC=C1)C=1C=2N(C=CC1)N=C(C2)NCCCCNC(C2=C(C=CC=C2)C(=O)O)=O)C(=O)O (2S,4S)-1-tert-butoxycarbonyl-4-[3-[2-[4-[(2-carboxybenzoyl)amino]butylamino]pyrazolo[1,5-a]pyridin-4-yl]phenoxy]pyrrolidine-2-carboxylic acid